[(2-methyl-5-thiazolyl)carbonyl]-L-seryl-O-methyl-N-[(1S)-2-[(2R)-2-methyl-2-oxiranyl]-2-oxo-1-(phenylmethyl)ethyl]-L-serinamide CC=1SC(=CN1)C(=O)N[C@@H](CO)C(=O)N[C@@H](COC)C(=O)N[C@H](C(=O)[C@@]1(OC1)C)CC1=CC=CC=C1